ClC(C(C)=O)Cl 1,1-dichloro-2-propanone